C(CCCCCCCCCCCCCCCCC)NC(=O)CC1(CC(CC(C1)(C)C)NC([O-])=O)C 3-(octadecylcarbamoylmethyl)-3,5,5-trimethylcyclohexylcarbamate